3-(5-(5H-imidazo[5,1-a]isoindol-1-yl)-1-oxoisoindolin-2-yl)piperidine-2,6-dione C=1(N=CN2C1C1=CC=CC=C1C2)C=2C=C1CN(C(C1=CC2)=O)C2C(NC(CC2)=O)=O